COC(C1=C(C(=CC=C1)N[C@@H]1COC[C@@H]1OC)N)=O amino-3-(((3R,4R)-4-methoxytetrahydrofuran-3-yl)amino)benzoic acid methyl ester